N-(2-chlorophenyl)-6-(methylsulfonyl)-1H-indole-2-carboxamide ClC1=C(C=CC=C1)NC(=O)C=1NC2=CC(=CC=C2C1)S(=O)(=O)C